6-(6-(4-methoxypyridin-3-yl)-4-methyl-1H-pyrazolo[4,3-c]pyridin-1-yl)-4-((2R,3S)-2-methyl-3-((methylsulfonyl)methyl)azetidin-1-yl)-N-(2-(methylsulfonyl)ethyl)pyridin-2-amine COC1=C(C=NC=C1)C1=CC2=C(C(=N1)C)C=NN2C2=CC(=CC(=N2)NCCS(=O)(=O)C)N2[C@@H]([C@H](C2)CS(=O)(=O)C)C